C(C1=CC=CC=C1)(=O)OC(C1=CC(=C(C(=C1C=1C2=CC(=C(C(=C2OC2=C(C(C(=CC12)I)=O)I)I)O)I)Cl)Cl)Cl)C=CCl (Benzoic Acid, 2,3,4,5-tetrachloro-6-(6-hydroxy-2,4,5,7-tetraiodo-3-oxo-3H-xanthen-9-yl)-ethenylphenyl)methyl ester